FC1=C(C2=C(N=C(O2)C=2C=C(C=CC2)C2=C(C=C(C=C2)F)C2=NN=CN2C)C=C1CNCC1COC1)F 1-(6,7-Difluoro-2-(4'-fluoro-2'-(4-methyl-4H-1,2,4-triazol-3-yl)-[1,1'-biphenyl]-3-yl)benzo[d]oxazol-5-yl)-N-(oxetan-3-ylmethyl)methanamine